4-(4-((1r,5s)-3,8-diazabicyclo[3.2.1]oct-3-yl)-8-fluoro-2-((4-(trifluoromethoxy)bicyclo[2.2.2]oct-1-yl)methoxy)pyrido[4,3-d]pyrimidin-7-yl)-5-ethynyl-6-fluoronaphthalen-2-ol [C@H]12CN(C[C@H](CC1)N2)C=2C1=C(N=C(N2)OCC23CCC(CC2)(CC3)OC(F)(F)F)C(=C(N=C1)C1=CC(=CC3=CC=C(C(=C13)C#C)F)O)F